FC1=CC=C(OCC(=O)N2CC=3C=CC(=NC3CC2)N2C3CN(CC2CC3)CCC)C=C1 2-(4-fluorophenoxy)-1-(2-(3-propyl-3,8-diazabicyclo[3.2.1]oct-8-yl)-7,8-dihydro-1,6-naphthyridin-6(5H)-yl)ethan-1-one